CC1C(N(CCC(CNCCNCCCNCCN1)C(CC)CC)C)(C)C tetramethyl-16-(pentan-3-yl)-1,4,7,11,14-pentaazacyclooctadecane